1-[1-methyl-6-[(3R,4S)-3-methoxy-4-piperidyl]indazol-3-yl]hexahydropyrimidine-2,4-dione CN1N=C(C2=CC=C(C=C12)[C@H]1[C@H](CNCC1)OC)N1C(NC(CC1)=O)=O